(2R,4R)-1-(5-chloronaphthalen-1-ylsulfonyl)-N-(5-((+)-3-cyclopropyl-1-((R)-1,1-dimethylethylsulfinyl)-1-(pyridin-4-yl)propyl)-2-fluorophenyl)-4-methoxypyrrolidine-2-carboxamide ClC1=C2C=CC=C(C2=CC=C1)S(=O)(=O)N1[C@H](C[C@H](C1)OC)C(=O)NC1=C(C=CC(=C1)C(CCC1CC1)(C1=CC=NC=C1)[S@](=O)C(C)(C)C)F